4',5'-dihydro-3'H-spiro[cyclopropane-1,2'-Pyrido[2,3-f][1,4]oxazepine]-7'-ol hydrochloride Cl.O1C2(CNCC3=C1C=CC(=N3)O)CC2